NCC1(CCN(CC1)C1=NN2C(S1)=NC=C2C2=C(C=C(C(=C2)C)F)OC)O 4-(aminomethyl)-1-(5-(4-fluoro-2-methoxy-5-methylphenyl)imidazo[2,1-b][1,3,4]thiadiazol-2-yl)piperidin-4-ol